FC=1C=C2C=NN(C2=CC1C=1C=2C(=NN(C2C=CC1)CC(=O)NCC(=O)NCC(=O)OC(C)(C)C)C1CCNCC1)C tert-butyl (2-(5'-fluoro-1'-methyl-3-(piperidin-4-yl)-1H,1'H-[4,6'-biindazol]-1-yl)acetyl)glycylglycinate